hept-6-yn-1-yl ethanesulfonate (hept-6-yn-1-yl ethanesulfonate) C(CCCCC#C)C(C)S(=O)(=O)O.C(C)S(=O)(=O)OCCCCCC#C